COC=1C=C(C=CC1OC)C1=NC2=C(N1)C(=C(C=C2)C2CCN(CC2)C2CCN(CC2)C(C)C)F 2-(3,4-Dimethoxyphenyl)-7-fluoro-6-(1'-isopropyl-[1,4'-bipiperidin]-4-yl)-1H-benzo[d]imidazol